FC1=C(OC2=CC=C(C=N2)CO)C=CC(=C1)F (6-(2,4-difluorophenoxy)pyridine-3-yl)methanol